N,3-dihydroxypropionamide ONC(CCO)=O